(S)-2-(Benzofuran-2-carboxamido)-N1-(1-(2-((1S,2R,4R)-bicyclo[2.2.1]heptan-2-ylamino)-2-oxoethyl)-2-oxo-1,2-dihydropyridin-3-yl)-5-oxohexandiamid O1C(=CC2=C1C=CC=C2)C(=O)N[C@H](C(=O)NC=2C(N(C=CC2)CC(=O)N[C@H]2[C@H]1CC[C@@H](C2)C1)=O)CCC(C(=O)N)=O